C=1OC=CN2C1C(C=C2)=O pyrrolo[2,1-c][1,4]oxazin-8-one